FC=1C=C2CN(CC2=CC1)C(=O)N(C)C1COCC=2NC(C=3C=C(C(=CC3C21)F)F)=O 5-fluoro-N-(8,9-difluoro-6-oxo-1,4,5,6-tetrahydro-2H-pyrano[3,4-c]isoquinolin-1-yl)-N-methylisoindoline-2-carboxamide